Methyl cis-3-(4-chloro-1H-pyrazol-3-yl)-2-((((CIS)-4-(4-chlorophenyl)cyclohexyl)oxy)methyl)piperidine-1-carboxylate ClC=1C(=NNC1)[C@@H]1[C@@H](N(CCC1)C(=O)OC)CO[C@@H]1CC[C@@H](CC1)C1=CC=C(C=C1)Cl